8-methyl-N,2-bis(pyridin-2-ylmethyl)-4,5-dihydro-2H-furo[2,3-g]indazole-7-carboxamide CC1=C(OC=2CCC3=CN(N=C3C21)CC2=NC=CC=C2)C(=O)NCC2=NC=CC=C2